N1=C(N=CC=C1)CCCCCCCNC(CC)=O N-[7-(pyrimidin-2-yl)heptyl]propanamide